(3R,4R)-4-((3-iodo-1-methyl-1H-pyrazolo[3,4-b]pyridin-6-yl)amino)-3-methylpiperidine-1-carboxylic acid tert-butyl ester C(C)(C)(C)OC(=O)N1C[C@H]([C@@H](CC1)NC1=CC=C2C(=N1)N(N=C2I)C)C